(3,5-dimethyl-1H-pyrazol-1-yl)-6-hydrazino-1,2,4,5-tetrazine CC1=NN(C(=C1)C)C=1N=NC(=NN1)NN